FC(CCC[C@@H](C(C=1SC=CN1)O)NC(OC(C)(C)C)=O)(F)F tert-butyl N-[(1S)-5,5,5-trifluoro-1-[hydroxy(thiazol-2-yl)methyl] pentyl]carbamate